N-[[(2S,5S)-2-[3-(4-chlorophenyl)phenyl]-3-oxo-1,4-oxazepan-5-yl]methyl]pyridine-3-carboxamide ClC1=CC=C(C=C1)C=1C=C(C=CC1)[C@@H]1OCC[C@H](NC1=O)CNC(=O)C=1C=NC=CC1